6-(Dimethylphosphoryl)-1-methyl-4-[4-methyl-4-(5-methyl-1,3-benzooxazol-2-yl)piperidin-1-yl]-2-oxo-1,2-dihydroquinoline-3-carboxamide CP(=O)(C)C=1C=C2C(=C(C(N(C2=CC1)C)=O)C(=O)N)N1CCC(CC1)(C=1OC2=C(N1)C=C(C=C2)C)C